N-(5-chloro-1H-pyrrolo[3,2-b]pyridin-3-yl)-5-(1-chloro-2-cyclopropylvinyl)-1H-benzo[d]imidazole-2-amine ClC1=CC=C2C(=N1)C(=CN2)NC2=NC1=C(N2)C=CC(=C1)C(=CC1CC1)Cl